COCC1=CC=C(C=C1)C=1C=C2CCC=NC2=CC1 6-(4-(methoxymethyl)phenyl)-3,4-dihydroquinolin